3-((1h-indol-3-yl)methyl)-7-methyl-3,4-dihydro-2h-benzo[e][1,2,4]thiadiazine-1,1-dioxide N1C=C(C2=CC=CC=C12)CC1NS(C2=C(N1)C=CC(=C2)C)(=O)=O